C1(CCCCC1)CNC(=N)N 1-(1-cyclohexylmethyl)guanidine